C1(CC1)S(=O)(=O)C=1C=C(OC[C@H](CN[C@H]2COC3(C2)CCN(CC3)S(=O)(=O)C3=CC2=C(OCCN2CCOC)N=C3)O)C=CC1 (S)-1-(3-(cyclopropylsulfonyl)phenoxy)-3-((R)-8-(1-(2-methoxyethyl)-2,3-dihydro-1H-pyrido[2,3-b][1,4]oxazin-7-ylsulfonyl)-1-oxa-8-azaspiro[4.5]decan-3-ylamino)propan-2-ol